C1(CCCCCCN1)=O ENANTHOLACTAM